C(C)(C)(C)N1CCC2(CC1)C1=C(OC2)C=2COC(C2C=C1)=O tert-butyl-6-oxo-6,8-dihydro-2H-spiro[benzo[2,1-b:3,4-c']difuran-3,4'-piperidine]